tert-butyl N-[1-[4-(hydroxymethyl)phenyl]-1-methyl-ethyl]carbamate OCC1=CC=C(C=C1)C(C)(C)NC(OC(C)(C)C)=O